C(C1=CC=CC=C1)N(C(=S)SSCCCCCCCCSSC(N(CC1=CC=CC=C1)CC1=CC=CC=C1)=S)CC1=CC=CC=C1 1,8-bis(dibenzylthiocarbamoyldithio)octane